C(CCCCCCCCCCC)SCCC(OCC(CO)(CO)COC(CCSCCCCCCCCCCCC)=O)=O 2,2-bis[[3-(dodecylthio)-1-oxopropoxy]methyl]-1,3-propanediol